CNC1(CC2=C(N=CS2)CC1)C1=CC=CC=C1 N-methyl-6-phenyl-4,5,6,7-tetrahydrobenzothiazol-6-amine